C(C)N1C(=NN=C1)C[C@@H](C)C=1C=C(C=CC1)NC(=O)C=1C=C(C(=O)O)C=CN1 (R)-2-((3-(1-(4-ethyl-4H-1,2,4-triazol-3-yl)propan-2-yl)phenyl)carbamoyl)isonicotinic acid